1-(4-Fluoro-phenyl)-2-[4-(1-methyl-1H-pyrazole-3-carbonyl)-piperazin-1-yl]-ethanone FC1=CC=C(C=C1)C(CN1CCN(CC1)C(=O)C1=NN(C=C1)C)=O